1,1,3,3-tetramethyl-butylhydroperoxide CC(CC(C)(C)C)(C)OO